FC1=CC=C(C=C1)C1=CC2=C(N1C1=CC=C(C=C1)CCCCCCCCCC)C=C(N2C2=CC=C(C=C2)CCCCCCCCCC)C2=CC=C(C=C2)F 2,5-bis(4-fluorophenyl)-1,4-bis(4-n-decylphenyl)-1,4-dihydropyrrolo[3,2-b]pyrrole